(3S)-3-(6-methylpyrazin-2-yl)isoxazolidine-2-carboxylic acid tert-butyl ester C(C)(C)(C)OC(=O)N1OCC[C@H]1C1=NC(=CN=C1)C